The molecule is an Mo-molybdopterin cofactor comprising two molecules of molybdopterin guanine dinucleotide attached via their sulfur atoms to a central Mo(=O) moiety. It is a molybdopterin dinucleotide and a Mo-molybdopterin cofactor. It is a conjugate acid of a Mo(=O)-bis(molybdopterin guanine dinucleotide)(4-). C1=NC2=C(N1[C@H]3[C@@H]([C@@H]([C@H](O3)COP(=O)(O)OP(=O)(O)OCC4C(=C(C5C(O4)NC6=C(N5)C(=O)NC(=N6)N)[S-])[S-])O)O)N=C(NC2=O)N.C1=NC2=C(N1[C@H]3[C@@H]([C@@H]([C@H](O3)COP(=O)(O)OP(=O)(O)OCC4C(=C(C5C(O4)NC6=C(N5)C(=O)NC(=N6)N)[S-])[S-])O)O)N=C(NC2=O)N.O=[Mo+4]